N1=NC=C2C1=NC1=CC=CC=C1N2 Pyrazolo[3,4-b]Quinoxaline